FC1=C(C=C(C=C1B1OC(C(O1)(C)C)(C)C)F)C1(CCCCC1)S(=O)(=O)N [2,5-difluoro-3-(4,4,5,5-tetramethyl-1,3,2-dioxaborolan-2-yl)phenyl]cyclohexanesulfonamide